C(C)[C@@]1(CCC=2C(=NC=C(C2)C2=NC(=NO2)C2=CC=C(C=C2)Br)O1)C ethyl-(R)-6-(3-(4-bromophenyl)-1,2,4-oxadiazol-5-yl)-2-methyl-3,4-dihydro-2H-pyrano[2,3-b]pyridine